6-(2-chloro-3-(4,4,5,5-tetramethyl-1,3,2-dioxaborolan-2-yl)phenyl)-2-methoxy-4-methylnicotinaldehyde ClC1=C(C=CC=C1B1OC(C(O1)(C)C)(C)C)C1=NC(=C(C=O)C(=C1)C)OC